(R)-1-chloro-3-(2,6-dichloro-4-(2-(4-((R)-2-hydroxy-3-isopropoxypropoxy)phenyl)propan-2-yl)phenoxy)propan-2-ol ClC[C@@H](COC1=C(C=C(C=C1Cl)C(C)(C)C1=CC=C(C=C1)OC[C@@H](COC(C)C)O)Cl)O